(3S,6S,7aR,8aS,9aR)-3-(3-(4-methyl-4H-1,2,4-triazol-3-yl)azetidine-1-carbonyl)-5-oxodecahydro-1H-cyclopropa[d]pyrrolo[1,2-a]azocin CN1C(=NN=C1)C1CN(C1)C(=O)[C@@H]1CC[C@H]2N1C(CC[C@H]1[C@H](C2)C1)=O